F[C@]1(CNCC[C@H]1OC)C (3S,4R)-3-fluoro-4-methoxy-3-methylpiperidine